N-benzyl-3,3-difluorocyclobutylamine C(C1=CC=CC=C1)NC1CC(C1)(F)F